heptyl-cysteine C(CCCCCC)N[C@@H](CS)C(=O)O